The molecule is a [methyl(oxido){1-[6-(trifluoromethyl)pyridin-3-yl]ethyl}-lambda(6)-sulfanylidene]cyanamide that has R configuration at the sulfur atom and S configuration at the carbon attached to position 3 of the pyridine ring. It is an enantiomer of a (RC,SS)-sulfoxaflor. C[C@@H](C1=CN=C(C=C1)C(F)(F)F)[S@](=NC#N)(=O)C